tetradecyl ((((2R,3S,5R)-5-(6-amino-2-fluoro-9H-purin-9-yl)-2-ethynyl-3-hydroxytetrahydrofuran-2-yl)methoxy)(phenoxy)phosphoryl)-L-alaninate NC1=C2N=CN(C2=NC(=N1)F)[C@H]1C[C@@H]([C@@](O1)(C#C)COP(=O)(OC1=CC=CC=C1)N[C@@H](C)C(=O)OCCCCCCCCCCCCCC)O